7-{2,4-bis[(2,2-difluoroethyl)oxy]pyrimidin-5-yl}-4-chloro-N-(3,4,5,6-tetrahydro-2H-pyran-2-yloxy)quinoline-3-carboxamide FC(COC1=NC=C(C(=N1)OCC(F)F)C1=CC=C2C(=C(C=NC2=C1)C(=O)NOC1OCCCC1)Cl)F